FC1=C(C=CC(=C1)N)N1CCCCC1 1-(2-fluoro-4-aminophenyl)piperidine